methyl 3-methyl-4-oxo-5H-imidazo[1,5-a]quinoxaline-8-carboxylate CC=1N=CN2C1C(NC1=CC=C(C=C21)C(=O)OC)=O